((R)-2-aminopropyl)-2-(1-(cyclopropylmethyl)-7-((R)-2-(4-fluoro-1H-imidazol-1-yl)propoxy)-1H-indol-2-yl)-1-methyl-1,6,7,8-tetrahydro-5H-imidazo[4,5-g]isoquinolin-5-one N[C@@H](CC1=C2C(=CC=3CCNC(C13)=O)N(C(=N2)C=2N(C1=C(C=CC=C1C2)OC[C@@H](C)N2C=NC(=C2)F)CC2CC2)C)C